sodium 1-octene-1-sulfonate C(=CCCCCCC)S(=O)(=O)[O-].[Na+]